Cl.C(C=C)N allylamine HCl